C(C)OP(=O)(OCC)[C@H](C1=CC=C2C=CC(=CC2=C1)C(=O)OCC=C)F |r| Rac-allyl 7-((diethoxyphosphoryl)fluoromethyl)-2-naphthoate